2-(3-azabicyclo[3.1.1]heptan-3-yl)-N-(2-(4,4-difluorocyclohexyl)-4-(2,5-difluorophenyl)pyridin-3-yl)pyrimidine-5-carboxamide C12CN(CC(C1)C2)C2=NC=C(C=N2)C(=O)NC=2C(=NC=CC2C2=C(C=CC(=C2)F)F)C2CCC(CC2)(F)F